C(C)(C)N1CCN(CC1)C1=CC=C(C=C1)C=1C=C(C2=C(N(C(=N2)C)C)C1)NCCN1CCOCC1 6-(4-(4-isopropylpiperazin-1-yl)phenyl)-1,2-dimethyl-N-(2-morpholinoethyl)-1H-benzo[d]imidazol-4-amine